COC1=CC(=C(C=C1)C(\C=C\C1=CC=CC=C1)=O)OC1OCCCC1 (E)-1-[4-Methoxy-2-(oxan-2-yloxy)phenyl]-3-phenylprop-2-en-1-one